COC=1C=CC(=C(C1)N1CCN(CC1)CC1=NC2=C(N1C)C=CC=C2)C=2N=NNN2 2-[[4-[5-methoxy-2-(2H-tetrazol-5-yl)phenyl]piperazin-1-yl]methyl]-1-methyl-benzimidazole